[4-Fluoro-2-(trifluoromethyl)phenyl]boronic acid FC1=CC(=C(C=C1)B(O)O)C(F)(F)F